O1CC(CC=C1)=O 3-pyranone